methyl 4-{5-[(2,6-dichlorophenyl) methoxy]pyrimidin-2-yl}-6-oxopiperazine-2-carboxylate ClC1=C(C(=CC=C1)Cl)COC=1C=NC(=NC1)N1CC(NC(C1)=O)C(=O)OC